C(#N)CNC([C@H](CC=1OC2=C(N1)C=CC(=C2)C2=CC(=NC=C2)C)NC(OC(C)(C)C)=O)=O tert-butyl (S)-(1-((cyanomethyl)amino)-3-(6-(2-methylpyridin-4-yl)benzo[d]oxazol-2-yl)-1-oxopropan-2-yl)carbamate